CC=1C=NN(C1C1=NC(=NO1)[C@@H]1CC12CCN(CC2)S(=O)(=O)N)CC(F)(F)F (1R)-1-{5-[4-Methyl-1-(2,2,2-trifluoroethyl)-1H-pyrazol-5-yl]-1,2,4-oxadiazol-3-yl}-6-azaspiro[2.5]octan-6-sulfonamid